C(#N)C=1C=NN2C1C(=CC(=C2)C=2C=NN(C2)[C@H]2CN(CCC2)C(=O)OC(C)(C)C)SC2=NC=CC=C2 tert-butyl (3R)-3-[4-[3-cyano-4-(2-pyridylsulfanyl)pyrazolo[1,5-a]pyridin-6-yl]pyrazol-1-yl]piperidine-1-carboxylate